C1(CCCCC1)C(=O)OOC=1C(=NC(=CC1)C=1N=NN(C1CNC(=O)O[C@H](C)C1=CC=CC=C1)C)C1CC1 (2-cyclopropyl-6-(1-methyl-5-(((((R)-1-phenylethoxy) carbonyl) amino) methyl)-1H-1,2,3-triazol-4-yl) pyridin-3-yloxy) cyclohexane-1-carboxylate